FC=1C2=C(C=C3C(=C(C(=NC13)C1=C(C=C(C(=O)O)C=C1)OC)C1CCOCC1)C1=CC=C(C=C1)F)C=NN2 4-[9-fluoro-5-(4-fluorophenyl)-6-tetrahydropyran-4-yl-1H-pyrazolo[4,3-g]quinolin-7-yl]-3-methoxy-benzoic acid